NC1CCC(CC1)C1=NN=C(S1)C=1C(=CC(=NC1)N1CCC=2C1=NC=C(C2)C#N)NC 1-(5-(5-((1r,4r)-4-aminocyclohexyl)-1,3,4-thiadiazol-2-yl)-4-(methylamino)pyridin-2-yl)-2,3-dihydro-1H-pyrrolo[2,3-b]pyridine-5-carbonitrile